C(#N)C(C)(C)C=1C=C(C(=NC1)C(=O)O)S(=O)(=O)CC 5-(1-cyano-1-methyl-ethyl)-3-ethylsulfonyl-pyridine-2-carboxylic acid